tert-butyl(2-(5-(2-((4-(trifluoromethyl)phenyl)amino)phenyl)-1,3,4-oxadiazol-2-yl)ethyl)carbamate C(C)(C)(C)OC(NCCC=1OC(=NN1)C1=C(C=CC=C1)NC1=CC=C(C=C1)C(F)(F)F)=O